NC1=NC(=C2N=CN(C2=N1)[C@@H]1O[C@@H](OC1)CO)OC ((2R,4R)-4-(2-amino-6-methoxy-9H-purin-9-yl)-1,3-dioxolan-2-yl)methanol